C(C1=CC=CC=C1)S(=O)(=O)OC[C@H]1[C@@H](C\C=C/C\C=C/CCCCCCCC)O1 (2S,3R,5Z,8Z)-1-toluenesulfonyloxy-2,3-epoxy-5,8-heptadecadiene